N-[1-(β-furylethyl)-4-piperidyl]propionanilide O1C(=CC=C1)CCN1CCC(CC1)N(C1=CC=CC=C1)C(CC)=O